3-chloro-7-[cyano(phenyl)methyl]-1-[(2-methoxyethyl)amino]-5,6,7,8-tetrahydro-2,7-naphthyridine-4-carbonitrile ClC=1N=C(C=2CN(CCC2C1C#N)C(C1=CC=CC=C1)C#N)NCCOC